4-(4-formylstyryl)pyridinium methyl-(R)-5-bromo-2-(2-((tert-butoxycarbonyl)amino)propanamido)benzoate COC(C1=C(C=CC(=C1)Br)NC([C@@H](C)NC(=O)OC(C)(C)C)=O)=O.C(=O)C1=CC=C(C=CC2=CC=[NH+]C=C2)C=C1